4-(4-nitrophenoxymethyl)-2-oxazolidinone [N+](=O)([O-])C1=CC=C(OCC2NC(OC2)=O)C=C1